[Si](O)(O)(O)O.OCC(O)CO glycerol monosilicate